NC1=NC2=CC(=CC=C2C=C1)CN(C(=O)C=1C=NC=CC1)[C@@H]1CCCC=2C=CC=NC12 N-[(2-aminoquinolin-7-yl)methyl]-N-[(8R)-5,6,7,8-tetrahydroquinolin-8-yl]pyridine-3-carboxamide